C(C)(C)(C)C1=NC(=NO1)C(=O)NCC1=C(C=C(C=C1)C1=NC=NN2C1=CC(=C2)N2C[C@H](CC2)F)C (S)-5-(tert-butyl)-N-(4-(6-(3-fluoropyrrolidin-1-yl)pyrrolo[2,1-f][1,2,4]triazin-4-yl)-2-methylbenzyl)-1,2,4-oxadiazole-3-carboxamide